[Y+3].[O-2].[Mn+2] manganese oxide yttrium